(E)-2-((2S,3S,12bS)-3-ethyl-8-methoxy-1,2,3,4,6,7,12,12b-octahydroindolo[2,3-a]quinolizin-2-yl)-3-methoxy-N-methylacrylamide C(C)[C@@H]1CN2CCC3=C([C@@H]2C[C@@H]1/C(/C(=O)NC)=C\OC)NC1=CC=CC(=C13)OC